FC=1C=C2C(NN=C(C2=CC1F)[C@H](C)N(C(=O)C=1NC2=CC=C(C=C2C1)F)CC)=O (S)-N-(1-(6,7-difluoro-4-oxo-3,4-dihydrophthalazin-1-yl)ethyl)-N-ethyl-5-fluoro-1H-indole-2-carboxamide